[Si](C)(C)(C(C)(C)C)OC[C@H]1CN(CCN1C=1SC=2CN(CCC2N1)C(CC1CCCC1)=O)C(=O)OC(C)(C)C tert-butyl (R)-3-(((tert-butyldimethylsilyl)oxy)methyl)-4-(5-(2-cyclopentylacetyl)-4,5,6,7-tetrahydrothiazolo[5,4-c]pyridin-2-yl)piperazine-1-carboxylate